C1=CC2=C(C3=C(C=CC=N3)C=C2)N=C1.C1=CC2=C(C3=C(C=CC=N3)C=C2)N=C1.C1=CC2=C(C3=C(C=CC=N3)C=C2)N=C1.[Fe+2] Ortho-phenanthroline